C(C1=CC=CC=C1)C=1C(=NC=C(N1)C1=CC(=CC(=C1)Cl)O[Si](C)(C)C(C)(C)C)N\C(\C(=O)OC(C)(C)C)=C/C=1OC=CC1 tert-butyl (Z)-2-((3-benzyl-5-(3-((tert-butyldimethylsilyl)oxy)-5-chlorophenyl)pyrazin-2-yl)amino)-3-(furan-2-yl)acrylate